4-bromo-1,3-oxazole hydrochloride Cl.BrC=1N=COC1